N,N-bis[4-(naphthalen-2-yl)phenyl]amine C1=C(C=CC2=CC=CC=C12)C1=CC=C(C=C1)NC1=CC=C(C=C1)C1=CC2=CC=CC=C2C=C1